ClC1=CC=C2C(=N1)N(N=C2)CCCOC2OCCCC2 6-Chloro-1-(3-tetrahydropyran-2-yloxypropyl)pyrazolo[5,4-b]pyridine